(e)-5-chloro-2-(2-ethoxyvinyl)-4-(trifluoromethyl)benzamide ClC=1C(=CC(=C(C(=O)N)C1)\C=C\OCC)C(F)(F)F